S1C2=C(C=C1)C(=CC=C2)N2CCN(CC2)CCCCOC2=CC=C1C=CC(N(C1=C2)COC(=O)C=2OC=CC2)=O Furan-2-carboxylic acid 7-[4-(4-benzo[b]thiophen-4-ylpiperazin-1-yl)butoxy]-2-oxo-2H-quinolin-1-ylmethyl ester